C1(CCCCC1)NC(=O)NC1=NC2=CC(=CC=C2N=C1)C=1C=NC(=CC1)OCCCN1CCOCC1 1-cyclohexyl-3-(7-(6-(3-morpholinopropoxy)pyridin-3-yl)quinoxalin-2-yl)urea